4-(1-(1-propenylpiperidin-3-yl)-5-aminoimidazo[1,5-c]pyrimidin-3-yl)-N-(4-cyanopyridin-2-yl)-2-(trifluoromethyl)benzamide C(=CC)N1CC(CCC1)C=1N=C(N2C(=NC=CC21)N)C2=CC(=C(C(=O)NC1=NC=CC(=C1)C#N)C=C2)C(F)(F)F